COC1=CC=C(CN2N=CC(=C2)C=2N=CC=3N(C2)N=CC3)C=C1 6-(1-(4-methoxybenzyl)-1H-pyrazol-4-yl)pyrazolo[1,5-a]Pyrazin